C[C@@]12[C@@](OB(O1)C=1C=CC(=C(C1)C1=CC=C3C(=CN=NC3=C1)N)OC)(CCC2)C 7-{5-[(3AR,6AS)-3A,6A-DIMETHYL-HEXAHYDROCYCLOPENTA[D][1,3,2]DIOXABOROL-2-YL]-2-METHOXYPHENYL}CINNOLIN-4-AMINE